FC(OC1=CC=C(C=C1)N1N=C(N=C1)C1=CC=C(C=C1)NC(O[C@@H]1O[C@H]([C@@H]([C@H]([C@H]1OC)OC)OC)C)=O)(F)F [(2S,3R,4R,5S,6S)-3,4,5-trimethoxy-6-methyl-tetrahydropyran-2-yl] N-[4-[1-[4-(trifluoromethoxy)phenyl]-1,2,4-triazol-3-yl]phenyl]carbamate